C1(=CC=CC=C1)C(C(C)=O)=O Phenyl-1,2-propandion